C(C)(C)(C)C1=CC(=C(C=C1)N(C(=O)[C@@H]1N(C[C@@H](C1)OC)C(=O)OC(C)(C)C)C(C(=O)NC1CCC(CC1)(F)F)C=1C=NC=C(C1)F)F tert-butyl (2R,4R)-2-[(4-tert-butyl-2-fluoro-phenyl)-[2-[(4,4-difluorocyclohexyl)amino]-1-(5-fluoro-3-pyridyl)-2-oxo-ethyl]carbamoyl]-4-methoxy-pyrrolidine-1-carboxylate